ClC1=NC(=NC2=CC=C(C=C12)S(=O)(=O)NC1(CC1)C#N)C 4-chloro-N-(1-cyanocyclopropyl)-2-methylquinazoline-6-sulfonamide